P-Methylphenethylamine CC1=CC=C(C=C1)CCN